4-methoxy-1-methyl-1H-benzo[d]imidazole COC1=CC=CC=2N(C=NC21)C